(4-(5-ethylpyrimidin-4-yl)piperazin-1-yl)(6-(2-methoxyethoxy)-1H-indol-2-yl)methanone C(C)C=1C(=NC=NC1)N1CCN(CC1)C(=O)C=1NC2=CC(=CC=C2C1)OCCOC